propyl-L-homoserine C(CC)N[C@@H](CCO)C(=O)O